((6-(difluoromethoxy)-2-(2,2'-dimethyl-3'-(5-(pyrrolidin-1-ylmethyl)-6-(trifluoromethyl)benzo[d]oxazol-2-yl)-[1,1'-biphenyl]-3-yl)benzo[d]oxazol-5-yl)methyl)-L-proline FC(OC1=CC2=C(N=C(O2)C=2C(=C(C=CC2)C2=C(C(=CC=C2)C=2OC3=C(N2)C=C(C(=C3)C(F)(F)F)CN3CCCC3)C)C)C=C1CN1[C@@H](CCC1)C(=O)O)F